C(CCC)C1N(CCN(C1)C1=C(C=C(C=C1)CC(=O)OC)Cl)C(=O)OCC1=NC(=CN=C1N1CCC2([C@@H]([C@@H](OC2)C)N)CC1)C1=C(C(=CC=C1Cl)Cl)Cl {3-[(3S,4S)-4-amino-3-methyl-2-oxa-8-azaspiro[4.5]decan-8-yl]-6-(2,3,6-trichlorophenyl)pyrazin-2-yl}methanol butyl-4-[2-chloro-4-(2-methoxy-2-oxoethyl)phenyl]-piperazine-1-carboxylate